(2R,3R,4R)-2-(6-chloro-2-(dec-1-yn-1-yl)-8-(thiophen-2-yl)-9H-purin-9-yl)tetrahydrofuran-3,4-diyl diacetate C(C)(=O)O[C@H]1[C@@H](OC[C@H]1OC(C)=O)N1C2=NC(=NC(=C2N=C1C=1SC=CC1)Cl)C#CCCCCCCCC